FC=1C=C(C=CC1OC(C)C)C=1C=C2CC([C@H](C2=CC1)NC(O[C@@H]1CN2CCC1CC2)=O)(C)C (S)-quinuclidin-3-yl ((R)-5-(3-fluoro-4-isopropoxyphenyl)-2,2-dimethyl-2,3-dihydro-1H-inden-1-yl)carbamate